5-(2-Ethylphenyl)-1,3,3,7-tetramethyloctahydrobenzo[c]isoxazol C(C)C1=C(C=CC=C1)C1CC2C(N(OC2(C)C)C)C(C1)C